2-(morpholinomethyl)-N-phenylthieno[3,2-d]pyrimidin-4-amine O1CCN(CC1)CC=1N=C(C2=C(N1)C=CS2)NC2=CC=CC=C2